3,4,6-triacetyl-glucose C(C)(=O)[C@]([C@H](C=O)O)(O)[C@](O)([C@H](O)C(O)C(C)=O)C(C)=O